N1=C(OC=2C=NC=CC21)CC2CCN(CC2)C(=O)N2C[C@@H]1[C@@H](OCC(N1)=O)CC2 (4aR,8aS)-6-[4-(oxazolo[5,4-c]pyridin-2-ylmethyl)piperidine-1-carbonyl]-4,4a,5,7,8,8a-hexahydropyrido[4,3-b][1,4]oxazin-3-one